BrC1=C(C=CC(=C1)F)C=1N(C=CN1)COCC[Si](C)(C)C 2-(2-bromo-4-fluorophenyl)-1-{[2-(trimethylsilyl)ethoxy]methyl}-1H-imidazole